S1C(=CC=C1)C=1C=C2C=3CCCC(C3NC2=CC1)=O 6-(thiophen-2-yl)-2,3,4,9-tetrahydro-1H-carbazol-1-one